C(=O)(OCC1C2=CC=CC=C2C2=CC=CC=C12)C(C1=CC=C(C(=O)O)C=C1)N 4-(Fmoc-aminomethyl)benzoic acid